CC1(OB(OC1(C)C)C=1C[C@H](CC1)NC(OC(C)(C)C)=O)C tert-butyl (S)-(3-(4,4,5,5-tetramethyl-1,3,2-dioxaborolan-2-yl)cyclopent-3-en-1-yl)carbamate